C(CCC)[Sn](O[Sn](OC(C)=O)(CCCC)CCCC)(OC(C)=O)CCCC tetra-n-butyl-1,3-diacetoxydistannoxane